O1NCC=CC=C1 2,3-dihydro-1,2-oxaazepin